CC(C(=C)N1C(N(C=2C1=CC=1C=CC=NC1C2)CCN2CC(CC2)OC(F)(F)F)=O)C 1-(3-methyl-1-buten-2-yl)-3-(2-(3-trifluoromethoxypyrrolidin-1-yl)ethyl)-1,3-dihydro-2H-imidazo[4,5-g]quinolin-2-one